C(#C)C=1C=C(C=CC1)N1CCCC1 1-(3-Ethynylphenyl)pyrrolidine